ClC=1C=C(C=CC1)N1N=CC(=C1)C(C(=O)NC1=CC(=NN1)C1C(C1)(F)F)C 2-(1-(3-chlorophenyl)-1H-pyrazol-4-yl)-N-(3-(2,2-difluorocyclopropyl)-1H-pyrazol-5-yl)propanamide